P(OC1=C(C=C(C=C1)C(C)(C)C)C(C)(C)C)(OC1=C(C=C(C=C1)C(C)(C)C)C(C)(C)C)[O-] bis(2,4-di-t-butylphenyl) phosphite